ClC=1C(=C(C=CC1)N(S(=O)(=O)C1=CC=C(C=C1)C)CC(C(F)(F)F)O)F N-(3-chloro-2-fluoro-phenyl)-4-methyl-N-(3,3,3-trifluoro-2-hydroxy-propyl)benzenesulfonamide